(RS)-N-(2-((3-chloro-5-trifluoromethylpyridin-2-yl)oxy)propyl)-5-chloro-6-ethylpyrimidin-4-amine ClC=1C(=NC=C(C1)C(F)(F)F)O[C@@H](CNC1=NC=NC(=C1Cl)CC)C |r|